N-(3,4-Difluorophenyl)-2,8a-dimethyl-5a,6,7,8,8a,9-hexahydro-2H,5H-cyclopenta[f]pyrrolo[3,4-b][1,4,5]oxathiazocin-1-carboxamid-4,4-dioxid FC=1C=C(C=CC1F)NC(=O)C=1N(C=C2C1OCC1(C(NS2(=O)=O)CCC1)C)C